C(C)OC(=O)C1=C(C(=NS1)OS(=O)(=O)C(F)(F)F)C1CC1.[N-](S(=O)(=O)C(F)(F)F)S(=O)(=O)C(F)(F)F.C(C)[N+](CCOC)(C)CC N,N-Diethyl-N-methyl-N-(2-methoxyethyl)-ammonium-bis(trifluoromethylsulfonyl)imid ethyl-4-cyclopropyl-3-(((trifluoromethyl)sulfonyl)oxy)isothiazole-5-carboxylate